C(C)(C)C1(N(C2=C(N1C)CCCC2)C)C2(N(C1=C(N2C)CCCC1)C)C(C)C 2,2'-diisopropyl-1,1',3,3'-tetramethyl-2,2',3,3',4,4',5,5',6,6',7,7'-dodecahydro-1H,1'H-2,2'-bibenzo[d]imidazole